FC1=NC=CC=C1C1=NN=C(O1)C1(C(NCC1)=O)C 3-[5-(2-fluoro-3-pyridinyl)-1,3,4-oxadiazol-2-yl]-3-methyl-pyrrolidin-2-one